CC1=C(N=CN1)C Dimethyl-imidazole